3,5-Diethyl-heptan-3-ol C(C)C(CC)(CC(CC)CC)O